C1(CCCCC1)C1=CC=C(C=C1)C1=NC(=NN1C)CN1CCCC1 5-(4-cyclohexylphenyl)-1-methyl-3-(pyrrolidin-1-ylmethyl)-1H-1,2,4-triazole